ethyl 4-((4-hydroxyphenyl)(phenyl)methyl)-6-methyl-7-oxo-1-tolyl-6,7-dihydro-1H-pyrrolo[2,3-c]pyridin-2-carboxylate OC1=CC=C(C=C1)C(C=1C2=C(C(N(C1)C)=O)N(C(=C2)C(=O)OCC)C2=C(C=CC=C2)C)C2=CC=CC=C2